tert-butyl (3-((2-chloro-5-nitropyridin-4-yl)amino)cyclohexyl)carbamate ClC1=NC=C(C(=C1)NC1CC(CCC1)NC(OC(C)(C)C)=O)[N+](=O)[O-]